CCCCN(C1=CC=CC=C1)C1=CC=CC=C1 (4-butyl)diphenyl-amine